CN1N=CC(=C1)C=1C=CC=2N(C1)N=CC2N2CCN(CC2)C2=NC=C(C=N2)C(CC2=CC=CC=C2)O 1-(2-{4-[6-(1-methyl-1H-pyrazol-4-yl)pyrazolo[1,5-a]pyridin-3-yl]piperazin-1-yl}pyrimidin-5-yl)-2-phenylethanol